N-octadecanoylaspartic acid C(CCCCCCCCCCCCCCCCC)(=O)N[C@@H](CC(=O)O)C(=O)O